C(C)(=O)NCC1=CC=CC(=N1)N1C(=CC2=CC=C(C=C12)OC(F)(F)F)C(=O)N 1-(6-(acetamidomethyl)pyridin-2-yl)-6-(trifluoromethoxy)-1H-indole-2-carboxamide